C(C1=CC=CC=C1)(C1=CC=CC=C1)N1CCN(CC1)CC(=O)O 2-(4-benzhydryl-piperazin-1-yl)acetic acid